1-(5-bromo-1-methyl-indazol-3-yl)-3-[(1S)-1-(2-pyrimidin-2-yl-1,2,4-triazol-3-yl)ethyl]urea BrC=1C=C2C(=NN(C2=CC1)C)NC(=O)N[C@@H](C)C=1N(N=CN1)C1=NC=CC=N1